2-[[[7-(4-Isopropylphenyl)-2,3-dihydrobenzofuran-5-yl]amino]methyl]prop-2-enamid C(C)(C)C1=CC=C(C=C1)C1=CC(=CC=2CCOC21)NCC(C(=O)N)=C